4-[3-[2,6-Dichloro-4-(3-propan-2-yloxy-azetidin-1-yl)benzoyl]-2,4-dihydro-1,3-benzoxazin-8-yl]-5-fluoro-2-(3-oxa-8-azabicyclo[3.2.1]octan-8-yl)benzoic acid ClC1=C(C(=O)N2COC3=C(C2)C=CC=C3C3=CC(=C(C(=O)O)C=C3F)N3C2COCC3CC2)C(=CC(=C1)N1CC(C1)OC(C)C)Cl